NC1=C(C=C(C=N1)C=1C=C2N(N1)CCC21CN(CC1)C(=O)NCC1CC(N(CC1)C)=O)C(F)(F)F (rac)-2'-[6-amino-5-(trifluoromethyl)pyridin-3-yl]-N-[(1-methyl-2-oxopiperidin-4-yl)methyl]-5',6'-dihydrospiro[pyrrolidine-3,4'-pyrrolo[1,2-b]pyrazole]-1-carboxamide